ethyl 4-[5-oxo-3-(trifluoromethyl)-4H-pyrazol-1-yl]benzoate O=C1CC(=NN1C1=CC=C(C(=O)OCC)C=C1)C(F)(F)F